dimethylsilyl-bis-indenyl zirconium dichloride [Cl-].[Cl-].C[SiH](C)[Zr+2](C1C=CC2=CC=CC=C12)C1C=CC2=CC=CC=C12